CC1=C(C=CC=C1C)N1CCN(CC1)C(CN1N=C(C2=C1CCC2)C(=O)N2CCC1(CNC(N1)=O)CC2)=O 8-(1-{2-[4-(2,3-dimethylphenyl)piperazin-1-yl]-2-oxoethyl}-1,4,5,6-tetrahydrocyclopenta[c]pyrazole-3-carbonyl)-1,3,8-triazaspiro[4.5]decan-2-one